COC(=O)[C@H]1N([C@H]2C[C@]2(C1)COC)C(CNC(C1=CC=C(C=C1)OC1=CC=CC=C1)=O)=O (1S,3S,5R)-5-(methoxymethyl)-2-((4-phenoxybenzoyl)glycyl)-2-azabicyclo-[3.1.0]Hexane-3-carboxylic acid methyl ester